C1(CCCC1)NC=1C2=C(N=C(N1)NC1=C(C=C(C=C1)N1C(CCC1)=O)OC)NC=C2C(F)(F)F 1-(4-((4-(cyclopentylamino)-5-(trifluoromethyl)-7H-pyrrolo[2,3-d]pyrimidin-2-yl)amino)-3-methoxyphenyl)pyrrolidin-2-one